siloxy(silane) [SiH3]O[SiH3]